FC1=C(C=C(C=C1)O)C(=O)N1CC2(C1)CC(C2)N2CC(CC2)C2=C(C=CC=C2)C(F)(F)F (2-fluoro-5-hydroxyphenyl)(6-(3-(2-(trifluoromethyl)phenyl)pyrrolidin-1-yl)-2-azaspiro[3.3]heptan-2-yl)methanone